6-methyl-N-(7-{8-methyl-1H,2H,3H-pyrido[2,3-b][1,4]oxazin-7-yl}-5H,6H,7H,8H-pyrido[3,4-d]pyrimidin-2-yl)-5,6,7,8-tetrahydro-1,6-naphthyridin-3-amine CN1CC=2C=C(C=NC2CC1)NC=1N=CC2=C(N1)CN(CC2)C2=C(C1=C(OCCN1)N=C2)C